N[C@@H](CC(C)C)C(=O)[Al] leucyl-aluminum